3-fluoro-4-(4-(3-(8-fluoro-1-oxo-1,2-dihydroisoquinolin-3-yl)propanoyl)piperazin-1-yl)benzonitrile FC=1C=C(C#N)C=CC1N1CCN(CC1)C(CCC=1NC(C2=C(C=CC=C2C1)F)=O)=O